2-(4-chlorophenyl)-1-(piperidin-1-yl)prop-2-en-1-one ClC1=CC=C(C=C1)C(C(=O)N1CCCCC1)=C